4-{4-[4-(difluoromethoxy)phenoxy]piperidin-1-yl}-1-methyl-2-oxo-1,2-dihydroquinoline-3-carboxamide FC(OC1=CC=C(OC2CCN(CC2)C2=C(C(N(C3=CC=CC=C23)C)=O)C(=O)N)C=C1)F